The molecule is an organic cation obtained by protonation of the secondary amino function of 3-(methylaminomethyl)indole; major species at pH 7.3. It is an ammonium ion derivative and an organic cation. C[NH2+]CC1=CNC2=CC=CC=C21